5-chloro-2-(4-fluoro-2-methylphenoxy)-6-methylnicotinic acid ethyl ester C(C)OC(C1=C(N=C(C(=C1)Cl)C)OC1=C(C=C(C=C1)F)C)=O